3-cyanopropylmethyldimethoxysilane C(#N)CCC[Si](OC)(OC)C